NC=1C=C(C=CC1)CNC(=O)C1=NC=C(C=C1)C1=NC(=CN=C1)OCC N-[(3-aminophenyl)methyl]-5-(6-ethoxypyrazin-2-yl)pyridine-2-carboxamide